(R)-4-(4-(1,5-dimethyl-1H-pyrazol-4-yl)-7-(1H-pyrazol-5-yl)imidazo[1,5-b]pyridazin-2-yl)-3-methylmorpholine CN1N=CC(=C1C)C=1C=2N(N=C(C1)N1[C@@H](COCC1)C)C(=NC2)C2=CC=NN2